2-(4-hydroxybenzyl)isoquinolin-1(2H)-one OC1=CC=C(CN2C(C3=CC=CC=C3C=C2)=O)C=C1